[Al].[K].[Ca] calcium-potassium-aluminium